5-METHYL-6-(METHYLTHIO)PYRIDIN-3-YLBORONIC ACID CC=1C=C(C=NC1SC)B(O)O